5-chloro-2-((3-oxo-3H-pyrazolo[4,5,1-ij][1,6]naphthyridin-4(5H)-yl)methyl)benzofuran-7-carboxylic acid ClC=1C=C(C2=C(C=C(O2)CN2CC3=CC=CN4C3=C(C2=O)C=N4)C1)C(=O)O